Cl.Cl.CC1=C(C=CC(=C1)C=1C=2N(C=C(C1)C=1C=NN(C1)C)N=CC2)CN (2-methyl-4-(6-(1-methyl-1H-pyrazol-4-yl)pyrazolo[1,5-a]pyridin-4-yl)phenyl)methylamine dihydrochloride